tert-butyl 2-(2-bromo-3,4,5,6-tetrafluoro-N-(2-fluoro-6-(trifluoromethyl)benzyl) phenylsulfonamido)acetate BrC1=C(C(=C(C(=C1F)F)F)F)S(=O)(=O)N(CC1=C(C=CC=C1C(F)(F)F)F)CC(=O)OC(C)(C)C